α,12α-hydroxy-7-keto-5β-cholanic acid O[C@H]1C[C@@H]2[C@]3(CCCC[C@H]3CC([C@H]2[C@@H]2CC[C@H]([C@@H](CCC(=O)O)C)[C@@]12C)=O)C